BrC=1C(=NC(=NC1)NC=1C=NN(C1)C1CCOCC1)C 5-bromo-4-methyl-N-(1-(tetrahydro-2H-pyran-4-yl)-1H-pyrazol-4-yl)pyrimidin-2-amine